(S)-3-((2,6-difluoro-3,5-dimethoxyphenyl)ethynyl)-7-methyl-1-(pyrrolidin-3-yl)-1H-pyrazolo[4,3-c]pyridine-4-amine FC1=C(C(=C(C=C1OC)OC)F)C#CC1=NN(C2=C1C(=NC=C2C)N)[C@@H]2CNCC2